2,2-dicyclohexyl-ethane-1-amine C1(CCCCC1)C(CN)C1CCCCC1